4-(1-(2,6-dioxopiperidin-3-yl)-3-methyl-2-oxo-2,3-dihydro-1H-benzo[d]Imidazol-4-yl)piperazine-1-carboxylic acid tert-butyl ester C(C)(C)(C)OC(=O)N1CCN(CC1)C1=CC=CC=2N(C(N(C21)C)=O)C2C(NC(CC2)=O)=O